3-(5-(4-(1H-imidazol-1-yl)phenyl)-1-(4-carbamoyl-2-methylphenyl)-1H-pyrrol-2-yl)propanoic acid N1(C=NC=C1)C1=CC=C(C=C1)C1=CC=C(N1C1=C(C=C(C=C1)C(N)=O)C)CCC(=O)O